FC=1C=C(CC2=CC(=NC=C2)NC2=CC(CCC2)=O)C=C(C1)C(F)(F)F 3-((4-(3-fluoro-5-(trifluoromethyl)benzyl)pyridin-2-yl)amino)cyclohex-2-en-1-one